CC1=C(OC=2CCC3=CN(N=C3C21)CC2=NC(=CC=C2)C)C(=O)NC[C@@H]2OCCC2 8-Methyl-2-[(6-methylpyridin-2-yl)methyl]-N-[(2R)-tetrahydrofuran-2-ylmethyl]-4,5-dihydro-2H-furo[2,3-g]indazol-7-carboxamid